2-(2-chloro-4-((4-(1-(oxetan-3-yl)-4-(trifluoromethyl)-1H-imidazol-2-yl)benzyl)amino)pyrimidin-5-yl)propan-2-ol ClC1=NC=C(C(=N1)NCC1=CC=C(C=C1)C=1N(C=C(N1)C(F)(F)F)C1COC1)C(C)(C)O